C1(CC1)C1=C(C(=NC=C1)OC)C1=NC=C2NC(N(C2=N1)CC1=CC=C(C=C1)C=1N(C=C(N1)C(F)(F)F)C)=O 2-(4-cyclopropyl-2-methoxypyridin-3-yl)-9-([4-[1-methyl-4-(trifluoromethyl)imidazol-2-yl]phenyl]methyl)-7H-purin-8-one